2-(5-bromo-3-methoxy-2-(4-methylbenzenesulfonamido)pyridin-1(2H)-yl)-N,N-dimethylacetamide BrC=1C=C(C(N(C1)CC(=O)N(C)C)NS(=O)(=O)C1=CC=C(C=C1)C)OC